rac-3-[(Cyclobutyloxy)methyl]-1,4'-bipiperidine dihydrochloride rac-Benzyl-3-[(cyclobutyloxy)methyl][1,4'-bipiperidine]-1'-carboxylate C(C1=CC=CC=C1)OC(=O)N1CCC(CC1)N1C[C@@H](CCC1)COC1CCC1.Cl.Cl.C1(CCC1)OC[C@H]1CN(CCC1)C1CCNCC1 |r|